C(C)(C)(C)OC(=O)N[C@@H](CC(=O)OCC)C=1C=C(C=C(C1)C)C1=C(C=CC=C1OCCCC=C)C Ethyl (S)-3-((tert-butoxycarbonyl)amino)-3-(2',5-dimethyl-6'-(pent-4-en-1-yloxy)-[1,1'-biphenyl]-3-yl)propanoate